FC(F)(F)C(C(C)(C)N1C(C=CC1=O)=O)(C(F)(F)F)C(F)(F)F 1-(tris(trifluoromethyl)-tert-butyl)-1H-pyrrole-2,5-dione